C(C)(C)N1CC(CCC1)C1=CC=C(C(=O)NC2=CC(=C(C=C2)C)NC2=NC=CC(=N2)C=2C=NC=CC2)C=C1 4-(1-Isopropyl-piperidin-3-yl)-N-[4-methyl-3-(4-pyridin-3-yl-pyrimidin-2-ylamino)-phenyl]-benzamide